palmitoleyl phosphate P(=O)(OCCCCCCCC\C=C/CCCCCC)([O-])[O-]